ClC1=C(C(=C2C(=N1)N(C=N2)[C@@H]2[C@@H]([C@@H]([C@H](O2)COCP(O)(O)=O)O)O)N2CC(CC2)(F)F)C#N |&1:10| [(2R,3S,4R,SR)-5-[5-chloro-6-cyano-7-(3,3-difluoropyrrolidin-1-yl)imidazo[4,5-b]pyridin-3-yl]-3,4-dihydroxy-tetrahydrofuran-2-yl]methoxymethylphosphonic acid